FC1=CC=C(CN2CCC(CC2)\C=C/2\C(C3=CC=C(C=C3C2)C=2CCNCC2)=O)C=C1 (E)-2-((1-(4-fluorobenzyl)piperidin-4-yl)methylene)-5-(1,2,3,6-tetrahydropyridin-4-yl)-2,3-dihydro-1H-indene-1-one